[Pd].C(C)(C)(C)P(C(C)(C)C)C(C)(C)C.C(C)(C)(C)P(C(C)(C)C)C(C)(C)C Bis(tritert-butylphosphine) palladium (0)